COC=1C=C2C(=CNC2=CC1OC)C=O 5,6-DIMETHOXY-1H-INDOLE-3-CARBALDEHYDE